3-(azidomethyl)oxetan-3-ol N(=[N+]=[N-])CC1(COC1)O